tertbutyl 6-[7-[2-cyano-3-[[ethyl(methyl)sulfamoyl]amino]-6-fluoro-phenoxy]quinoxalin-2-yl]oxy-2-azaspiro[3.3]heptane-2-carboxylate C(#N)C1=C(OC2=CC=C3N=CC(=NC3=C2)OC2CC3(CN(C3)C(=O)OC(C)(C)C)C2)C(=CC=C1NS(N(C)CC)(=O)=O)F